FC1=C(C(=O)N(C)C)C=CC=C1C1=NC=C(C(=C1)N1C(C=C(C=C1C)OCC1=CC=C(C=C1)OC)=O)C 2-fluoro-3-(4-((4-methoxybenzyl)oxy)-5',6-dimethyl-2-oxo-2H-[1,4'-bipyridin]-2'-yl)-N,N-dimethylbenzamide